[Br].C(C)N1CN(C=C1)C(C)O (3-ethyl-1-(1-hydroxyethyl)imidazole) bromine